FC1=C(C(=O)N[C@H](C)\C=C\S(=O)(=O)C)C=C(C(=C1)N[C@@H](C)C1=C(C=CC=C1)C)F 2,5-difluoro-N-((R,E)-4-(methylsulfonyl)but-3-en-2-yl)-4-(((S)-1-(o-tolyl)ethyl)amino)benzamide